3-(5-(1-cyclopropyl-4-((3-fluoropyrrolidin-1-yl)methyl)-1H-pyrrolo[2,3-b]pyridin-6-yl)-1-oxoisoindolin-2-yl)piperidine-2,6-dione C1(CC1)N1C=CC=2C1=NC(=CC2CN2CC(CC2)F)C=2C=C1CN(C(C1=CC2)=O)C2C(NC(CC2)=O)=O